C(#N)CCP([O-])([O-])(Cl)N(C(C)C)C(C)C 2-Cyanoethyl-N,N-diisopropylaminochlorophosphite